C(=C)C1=CC=C(C=C1)C=1C2=CC=C(N2)C(=C2C=CC(C(=C3C=CC(=C(C=4C=CC1N4)C4=CC=C(C=C4)C=C)N3)C3=CC=C(C=C3)C=C)=N2)C2=CC=C(C=C2)C=C 5,10,15,20-tetra(4-vinyl-phenyl)porphyrin